2-methyl-2-((2-(pyridin-4-yl)pyrido[3,4-d]pyrimidin-4-yl)amino)propanamide CC(C(=O)N)(C)NC=1C2=C(N=C(N1)C1=CC=NC=C1)C=NC=C2